8-(2-(6-(Trifluoromethyl)imidazo[1,2-a]pyrazin-3-yl)pyrimidin-4-yl)octahydropyrazino[2,1-c][1,4]oxazine FC(C=1N=CC=2N(C1)C(=CN2)C2=NC=CC(=N2)N2CC1COCCN1CC2)(F)F